9-(4-chloro-2-fluoro-phenyl)-7-[(2S,4R)-2-[1-(cyclopropylmethyl)-6-keto-3-pyridyl]tetrahydropyran-4-yl]-2,3-dimethyl-pyrazino[1,2-a]pyrimidin-4-one ClC1=CC(=C(C=C1)C1=NC(=CN2C1=NC(=C(C2=O)C)C)[C@H]2C[C@H](OCC2)C2=CN(C(C=C2)=O)CC2CC2)F